[Pd+2].C(C)(C)(C)P(C1=CC=C(C=C1)N(C)C)C(C)(C)C bis-tert-butyl-(4-dimethylaminophenyl)phosphine palladium (II)